O1CCC=2C1=NC(=CC2)C(C)=O 1-(2,3-dihydrofuro[2,3-b]pyridin-6-yl)ethan-1-one